C(#N)C=1C2=C(N(N=C2C=C(C1)C=1C=NN(C1)C)C)C1=CC(=C(C(=O)NCC2C(C2)(F)F)C(=C1)OC)OC(F)F 4-[4-cyano-2-methyl-6-(1-methylpyrazol-4-yl)indazol-3-yl]-N-[(2,2-difluorocyclopropyl)methyl]-2-(difluoromethoxy)-6-methoxybenzamide